C(C)OC(=O)C=1N=CC=2CN(CC(C2C1)C1CCCCC1)C1=CC(=CC(=C1)F)Cl 7-(3-chloro-5-fluorophenyl)-5-cyclohexyl-5,6,7,8-tetrahydro-2,7-naphthyridine-3-carboxylic acid ethyl ester